C(C1=CC=CC=C1)C1(C(=O)OCCCC1)CC1=CC=CC=C1 α,α-dibenzyl-ε-caprolactone